CCCCCCCCCCCCCC/C=C\OC[C@H](COP(=O)(O)OC[C@H](CO)O)OC(=O)CCCCCCC/C=C\CCCCCC 1-(1Z-hexadecenyl)-2-(9Z-hexadecenoyl)-glycero-3-phospho-(1'-sn-glycerol)